(R)-2-(7-((2-((3S,4R)-3-fluoro-4-hydroxy-3-methylpiperidin-1-yl)pyrimidin-4-yl)amino)-4-((R)-2-methylazetidin-1-yl)-2,6-naphthyridin-1-yl)propanenitrile F[C@]1(CN(CC[C@H]1O)C1=NC=CC(=N1)NC1=NC=C2C(=CN=C(C2=C1)[C@H](C#N)C)N1[C@@H](CC1)C)C